C(C1=CN=CC=C1)(=O)O[2H] nicotinic acid-d